O=C1C=CC=2C(=CC=NC2N1)NC1=CC=C2CCN=CC2=C1 7-((7-oxo-7,8-dihydro-1,8-naphthyridin-4-yl)amino)-3,4-dihydroisoquinoline